3-(5-(6-((4-chlorobenzyl)oxy)naphthalen-2-yl)-3-hydroxypicolinamido)-2,2-dimethylpropanoic acid ClC1=CC=C(COC=2C=C3C=CC(=CC3=CC2)C=2C=C(C(=NC2)C(=O)NCC(C(=O)O)(C)C)O)C=C1